(3S,4S)-4-(4-bromophenyl)-3-fluoropiperidine-1-carboxylic acid tert-butyl ester C(C)(C)(C)OC(=O)N1C[C@H]([C@@H](CC1)C1=CC=C(C=C1)Br)F